C1(=CC=CC=C1)C1N(CCOC1)C(=O)OC=1C=C(C2=C(C=C(O2)CNC(\C=C\C=2C=NC(=CC2)N)=O)C1)Cl (E)-4-(2-((3-(6-aminopyridin-3-yl) acrylamido) methyl)-7-chlorobenzofuran-5-yl) phenylmorpholine-4-carboxylate